(3R,4R)-1-cyclopentyl-4-{[5-(2,4-difluoro-phenyl)-oxazole-2-carbonyl]-amino}-piperidine-3-carboxylic acid dimethylamide CN(C(=O)[C@@H]1CN(CC[C@H]1NC(=O)C=1OC(=CN1)C1=C(C=C(C=C1)F)F)C1CCCC1)C